C=CCCCCCCCCCC.[C] carbon dodecaene